C[Si](CCOCC1=CC=CC=2N=C(NC21)N2N=C(C(=C2)C(=O)OC(C)(C)C)C(F)(F)F)(C)C (2-(trimethylsilyl)ethoxymethyl)-2-(4-tert-butoxycarbonyl-3-trifluoromethyl-1H-pyrazol-1-yl)benzimidazole